C(C)N1C(N(C(C2=C1C=CNC2=O)=O)C)=O 1-ethyl-3-methylpyrido[4,3-d]pyrimidine-2,4,5(1H,3H,6H)-trione